OC=1C=C(C=CC1)[C@@H]1CN(CCC1)C[C@H]1COC2=C(O1)C=CC=C2O (S)-2-[(R)-3-(3-hydroxy-phenyl)-piperidin-1-ylmethyl]-2,3-dihydro-benzo[1,4]dioxin-5-ol